OC(CCC=1C(C(=C(C(C1C)=O)C)C)=O)(C(N1CCCCC1)=O)C 3-hydroxy-3-methyl-4-oxo-4-(piperidin-1-yl)butyl-3,5,6-trimethylcyclohexa-2,5-diene-1,4-dione